C(C)(C)(C)N(C(O)=O)CC1OCC2=C(C=CC=C12)C1=NC=CC=C1.C(C)(C)(C)C1=C(C=CC(=C1)C(C)(C)C)C1=C(C=CC=C1)C1=CC=CC=C1 (2,4-di-tert-butylphenyl)biphenyl tert-butyl-((4-(pyridin-2-yl)-1,3-dihydroisobenzofuran-1-yl)methyl)carbamate